2-Amino-N-{1-[5-(3-fluorophenyl)-3,8-dimethylimidazo[1,5-a]pyridin-6-yl]ethyl}pyrazolo[1,5-a]pyrimidine-3-carboxamide trifluoroacetate salt FC(C(=O)O)(F)F.NC1=NN2C(N=CC=C2)=C1C(=O)NC(C)C=1C=C(C=2N(C1C1=CC(=CC=C1)F)C(=NC2)C)C